N-(2-((1S,3R)-3-((5-cyano-4-(methylamino)pyrimidin-2-yl)amino)cyclohexyl)-3-oxoisoindolin-5-yl)acrylamide C(#N)C=1C(=NC(=NC1)N[C@H]1C[C@H](CCC1)N1CC2=CC=C(C=C2C1=O)NC(C=C)=O)NC